4-(2-cyclopropyl-6-(4-fluoro-6-((1-methyl-2-oxa-5-azabicyclo[2.2.1]heptan-5-yl)methyl)-1-oxoisoindolin-2-yl)pyridin-4-yl)-3-(4-methyl-4H-1,2,4-triazol-3-yl)benzonitrile C1(CC1)C1=NC(=CC(=C1)C1=C(C=C(C#N)C=C1)C1=NN=CN1C)N1C(C2=CC(=CC(=C2C1)F)CN1C2COC(C1)(C2)C)=O